methyl 2-((1S,4S)-2-oxa-5-azabicyclo[2.2.1]heptan-5-yl)quinoline-6-carboxylate [C@@H]12OC[C@@H](N(C1)C1=NC3=CC=C(C=C3C=C1)C(=O)OC)C2